2-[(3R)-1-(4-chloro-3-fluorophenyl)pyrrolidin-3-yl]acetamide ClC1=C(C=C(C=C1)N1C[C@H](CC1)CC(=O)N)F